C(C)N(C=1C=C2OC=3C=CC(=CC3C3(C2=CC1)OC(C1=CC=CC=C13)=O)C)C1=CC=C(C=C1)C 6'-[ethyl-(4-methylphenyl)amino]-2'-methyl-spiro[isobenzofuran-1(3H),9'-[9H]xanthene]-3-one